4-amino-3-(benzylamino)benzoic acid methyl ester COC(C1=CC(=C(C=C1)N)NCC1=CC=CC=C1)=O